1-(3-bromo-1-(4-((3ar,5r,6as)-2-methyl-octahydrocyclopenta[c]pyrrol-5-yl)benzyl)-1H-indol-5-yl)-5-methyl-1H-pyrazole-3-carboxamide BrC1=CN(C2=CC=C(C=C12)N1N=C(C=C1C)C(=O)N)CC1=CC=C(C=C1)C1C[C@@H]2[C@@H](CN(C2)C)C1